N-(3-carbamoyl-1-bicyclo[1.1.1]pentanyl)-2-(4-cyano-2-methoxy-phenoxy)-5-(trifluoromethyl)pyridine-3-carboxamide C(N)(=O)C12CC(C1)(C2)NC(=O)C=2C(=NC=C(C2)C(F)(F)F)OC2=C(C=C(C=C2)C#N)OC